Cl.NCCN1C(NC2=C(C1)C=C(C=N2)/C=C/C(=O)N(CC=2OC1=C(C2C)C=CC=C1)C)=O (E)-3-(3-(2-aminoethyl)-2-oxo-1,2,3,4-tetrahydropyrido[2,3-d]pyrimidin-6-yl)-N-methyl-N-((3-methylbenzofuran-2-yl)methyl)acrylamide hydrochloride